BrC1=CC=C2C(=CC=NC2=C1S(=O)(=O)NC1=C(C=CC=C1)C#CC=1C=CC(=NC1)C(=O)O)Cl 5-{2-[2-(7-bromo-4-chloroquinoline-8-sulfonamido)phenyl]ethynyl}pyridine-2-carboxylic acid